4-amino-6-fluoro-N-(4-(methoxymethyl)phenyl)-7-(1-methylcyclopropyl)-7H-pyrrolo[2,3-d]pyrimidine-5-carboxamide NC=1C2=C(N=CN1)N(C(=C2C(=O)NC2=CC=C(C=C2)COC)F)C2(CC2)C